ClC1=C(C=CC(=C1C(=O)O)Cl)C1=CC=CC=C1 2,4-dichloro-[1,1-biphenyl]-3-formic acid